1-(2-aminophenyl)-N1-phenylnaphthalene-1,4-diamine NC1=C(C=CC=C1)C1(CC=C(C2=CC=CC=C12)N)NC1=CC=CC=C1